NC1=CC=C(OC2=CC=C(C=C2)C(C(F)(F)F)(C(F)(F)F)C2=CC=C(C=C2)OC2=CC=C(C=C2)N)C=C1 bis(4-(4-aminophenoxy)phenyl)hexafluoropropane